N-{[(2-methylprop-2-yl)oxy]carbonyl}-L-alanine CC(C)(C)OC(=O)N[C@@H](C)C(=O)O